N-(3-chloro-2-methylphenyl)-2-(2-methoxyethyl)-6-({[2-(trifluoromethyl)phenyl]carbonyl}amino)-1H-benzimidazole-4-carboxamide ClC=1C(=C(C=CC1)NC(=O)C1=CC(=CC=2NC(=NC21)CCOC)NC(=O)C2=C(C=CC=C2)C(F)(F)F)C